6-chloro-N-[5-(2,2-difluoroethoxy)-4,6-dimethoxy-pyrimidin-2-yl]-7-isoxazol-4-yl-1H-indole-3-sulfonamide ClC1=CC=C2C(=CNC2=C1C=1C=NOC1)S(=O)(=O)NC1=NC(=C(C(=N1)OC)OCC(F)F)OC